N-(2-(2-aminoacetamido)ethyl)-4-((3-(1-(cyanomethyl)-3-(trifluoromethyl)-1H-pyrazol-4-yl)imidazo[1,2-a]pyrazin-8-yl)amino)-2-ethylbenzamide formate C(=O)O.NCC(=O)NCCNC(C1=C(C=C(C=C1)NC=1C=2N(C=CN1)C(=CN2)C=2C(=NN(C2)CC#N)C(F)(F)F)CC)=O